6-(4-((R)-3-((S)-2-((5-bromo-6-oxo-1,6-dihydropyridazin-4-yl)oxy)propoxy)-2-oxopyrrolidin-1-yl)piperidin-1-yl)nicotinonitrile BrC1=C(C=NNC1=O)O[C@H](CO[C@H]1C(N(CC1)C1CCN(CC1)C1=NC=C(C#N)C=C1)=O)C